N2-(4,4-Difluorocyclohexyl)-N4-methyl-5-(3-(2,2,2-trifluoroethyl)-3H-[1,2,3]triazolo[4,5-b]pyridin-5-yl)pyrrolo[2,1-f][1,2,4]triazine-2,4-diamine FC1(CCC(CC1)NC1=NN2C(C(=N1)NC)=C(C=C2)C2=CC=C1C(=N2)N(N=N1)CC(F)(F)F)F